2-[(3,3-dimethyl-2-oxobutyl)thio]-6-oxo-4-pyridin-3-yl-1,6-dihydropyrimidine-5-carbonitrile CC(C(CSC=1NC(C(=C(N1)C=1C=NC=CC1)C#N)=O)=O)(C)C